C1(=CC=CC=C1)S(=O)(=O)NCCC1=CC=C(OCC(=O)O)C=C1 4-[2-(phenylsulfonylamino)ethyl]phenoxy-acetic acid